1-methyl-phospholene-1-oxide CP1(C=CCC1)=O